1-(2,6-difluoro-4-iodo-phenyl)-2-(2-fluoro-2-methyl-propyl)-3,5-dimethyl-3,4-dihydro-1H-pyrido[4,3-b]indole FC1=C(C(=CC(=C1)I)F)C1N(C(CC=2N(C=3C=CC=CC3C21)C)C)CC(C)(C)F